ClC=1C(=CC(=NC1)NC(CC1CNCCC1)=O)C=1N2CC(CC2=C(C1)C#N)(C)C N-(5-chloro-4-(7-cyano-2,2-dimethyl-2,3-dihydro-1H-pyrrolizin-5-yl)pyridin-2-yl)-2-(piperidin-3-yl)acetamide